O=C1NC2=C(OC1)C(=NC=C2)C2CCN(CC2)C(=O)OC(C)(C)C tert-butyl 4-(2-oxo-1H-pyrido[3,4-b][1,4]oxazin-5-yl)piperidine-1-carboxylate